FC1=C(CNC2=NC(N3C(N4[C@@H](COCC4)C3)=C2)=O)C=C(C(=C1)F)F (R)-7-((2,4,5-trifluorobenzyl)amino)-3,4,11,11a-tetrahydropyrimido[6',1':2,3]imidazo[5,1-c][1,4]oxazin-9(1H)-one